6,6-diamino-2,2-bipyridine NC1(C=CC=C(N1)C1=NC=CC=C1)N